C(C)(C)(C)OC(=O)N1N=C(C=2N=CN=C(C21)NCC2=CC=C(C=C2)B(O)O)C(NC)=O 4-([[1-(tert-butoxycarbonyl)-3-(methylcarbamoyl)pyrazolo[4,3-d]pyrimidin-7-yl]amino]-methyl)phenylboronic acid